6-((R or S)-1-cyanospiro[2.2]pentan-1-yl)isoquinolin C(#N)[C@@]1(CC12CC2)C=2C=C1C=CN=CC1=CC2 |o1:2|